S(OC1=CC=C(C=C1)OCC1=C(C=C(C=C1F)C1=CN=CN1C)F)(=O)(=O)F 4-((2,6-difluoro-4-(1-methyl-1H-imidazol-5-yl)benzyl)oxy)phenyl sulfurofluoridate